CC(C)(C(C)C)NC1=NC(=NC=C1C(=O)N)NC1CCC(CC1)OCC 4-(2,3-dimethylbutan-2-ylamino)-2-((1r,4r)-4-ethoxycyclohexylamino)pyrimidine-5-carboxamide